ClC1=NC=C(C(=N1)NC1=C(C(=O)NC)C=CC=C1)C(F)(F)F 2-{[2-chloro-5-(trifluoromethyl)pyrimidin-4-yl]amino}-N-methylbenzamide